N-[(3S,4S)-1,3-Dimethyl-4-piperidyl]-6-iodo-1-(2,2,2-trifluoroethyl)benzimidazole-4-carboxamide CN1C[C@@H]([C@H](CC1)NC(=O)C1=CC(=CC=2N(C=NC21)CC(F)(F)F)I)C